ClC1=CC=C(C(=N1)C)C 6-chloro-2,3-dimethyl-pyridine